2-((3S,4R)-3-aminotetrahydro-2H-pyran-4-yl)-3,5-dichloro-N-(furan-2-ylmethyl)thieno[3,2-b]pyridin-7-amine N[C@@H]1COCC[C@H]1C1=C(C2=NC(=CC(=C2S1)NCC=1OC=CC1)Cl)Cl